7-((4-methoxybenzyl)thio)tetrazolo[1,5-a]pyridine COC1=CC=C(CSC2=CC=3N(C=C2)N=NN3)C=C1